cis-(2S,5S)-N-[4-(3-cyanophenyl)-5-(2,6-dimethyl-4-pyridyl)thiazol-2-yl]-2,5-dimethylpiperazine-1-carboxamide C(#N)C=1C=C(C=CC1)C=1N=C(SC1C1=CC(=NC(=C1)C)C)NC(=O)N1[C@H](CN[C@H](C1)C)C